C(C)(C)(C)N1N=CC(=C1)NC1=NC=C(C(=N1)NCC1=C(C=CC=C1C)C)C(=O)N 2-((1-tert-butyl-1H-pyrazol-4-yl)amino)-4-((2,6-dimethylbenzyl)amino)pyrimidin-5-carboxamide